OC(CN1CCN(CC1)C(=O)C=1C=C2C=CC(=NC2=CC1)C)COC (4-(2-hydroxy-3-methoxypropyl)piperazin-1-yl)(2-methylquinolin-6-yl)Methanone